(5-methyl-5,6,7,8-tetrahydro-1H-pyrrolo[2,3-g]quinolin-2-yl)methanone CN1CCCC=2C=C3C(=CC12)C=C(N3)C=O